C1(CC1)C(=O)NC1=CC(=C(N=N1)C(=O)NC([2H])([2H])[2H])NC1=C(C(=CC=C1)C1=NC=NC(=C1)C)OC 6-cyclopropaneamido-4-{[2-methoxy-3-(6-methylpyrimidin-4-yl)phenyl]amino}-N-(2H3)methylpyridazine-3-carboxamide